(1R,5R,6S)-5-(4-(3-fluorophenyl)-1H-1,2,3-triazol-1-yl)-7-oxa-3-azabicyclo[4.1.0]heptane FC=1C=C(C=CC1)C=1N=NN(C1)[C@@H]1CNC[C@H]2O[C@@H]12